CC=1N(C(=C2C(N(N=CC21)C2=CC=NC=C2)=O)C)C2=CC=CC=C2 5,7-dimethyl-6-phenyl-2-(pyridin-4-yl)-2,6-dihydro-1H-pyrrolo[3,4-d]pyridazin-1-one